7-(3,5-dimethylisoxazol-4-yl)-9-{[(4-methoxybenzyl)amino]methyl}-4-pyridin-2-yl-4,5-dihydroimidazo[1,5,4-de][1,4]benzoxazin-2(1H)-one CC1=NOC(=C1C1=CC(=C2C=3N(C(COC31)C3=NC=CC=C3)C(N2)=O)CNCC2=CC=C(C=C2)OC)C